4-(2-((5-chloroisoquinolin-1-yl)oxy)ethyl)morpholine ClC1=C2C=CN=C(C2=CC=C1)OCCN1CCOCC1